ClC1=CC=C(N=N1)CN1CC2(C1)CCN(CC2)C(=O)OC(C)(C)C tert-butyl 2-[(6-chloropyridazin-3-yl)methyl]-2,7-diazaspiro[3.5]nonane-7-carboxylate